5-chloro-2-fluoro-4-((1-meth-yl-1H-benzo[d][1,2,3]triazol-5-yl)oxy)aniline ClC=1C(=CC(=C(N)C1)F)OC1=CC2=C(N(N=N2)C)C=C1